ethyl 1-methyl-1,2,3,4-tetrahydro-beta-carboline-3-formate CC1NC(CC=2C3=CC=CC=C3NC12)C(=O)OCC